ClC1=C2C(=NC(=C1)C)NC(=C2)C(=O)NC2CCC[Si](CCC2)(C)C 4-chloro-N-(1,1-dimethylsilocan-5-yl)-6-methyl-1H-pyrrolo[2,3-b]pyridine-2-carboxamide